Br[Si]1(C[Si](CCC1)(CCC)Br)Br 1,1,3-tribromo-3-propyl-1,3-disilacyclohexane